C(C)(C)(C)C1=C(C(=O)NC(NC2=C(C=CC=C2)F)=O)C=CC=C1 (tert-butyl)-N-((2-fluorophenyl)carbamoyl)benzamide